F[C@H]1C[C@H]2[C@@H]3C[C@H]([C@H](C(CO)=O)[C@]3(C[C@@H]([C@@H]2[C@]2(C=CC(C=C12)=O)C)O)C)C 6α-fluoro-11β,21-dihydroxy-16α-methylpregna-1,4-diene-3,20-dione